5-morpholino-3-[4-(4-piperidinyl)anilino]pyrazine-2-carboxamide hydrochloride Cl.O1CCN(CC1)C=1N=C(C(=NC1)C(=O)N)NC1=CC=C(C=C1)C1CCNCC1